C1(CC1)C1=NN(C=N1)C1CC2(CN(C2)C(=O)N2CC3(CN(C3)S(=O)(=O)CC(C)(C)C)C2)C1 [6-(3-cyclopropyl-1,2,4-triazol-1-yl)-2-azaspiro[3.3]heptan-2-yl]-(2-neopentylsulfonyl-2,6-diazaspiro[3.3]heptan-6-yl)methanone